ClC=1C=C2C=C(C=NC2=CC1C#CC1=NN(C(=C1C(=O)N)NC)[C@@H]1CN([C@H](C1)COC)C(C=C)=O)F 3-[2-(6-Chloro-3-fluoroquinolin-7-yl)ethynyl]-1-[(3S,5R)-5-(methoxymethyl)-1-(prop-2-enoyl)pyrrolidin-3-yl]-5-(methylamino)pyrazole-4-carboxamide